C1(CC1)CN1N=C(C(=C1NC1=CC(=NC=N1)N1N=C2C(=C1C)[C@@](CC2)(O)C(F)(F)F)C)C2=CC=C(C=C2)F |r| (±)-2-(6-{[1-(cyclopropylmethyl)-3-(4-fluorophenyl)-4-methyl-1H-pyrazol-5-yl]amino}pyrimidin-4-yl)-3-methyl-4-(trifluoromethyl)-2,4,5,6-tetrahydrocyclopenta[c]pyrazol-4-ol